((S)-1-methylpyrrolidin-2-yl)-3,4-dihydro-1H-[1,4]Oxazine CN1[C@@H](CCC1)C1OC=CNC1